fluorobenzo[b]thiophen FC1=CC2=C(S1)C=CC=C2